FC(C1=CC=C(C=C1)NC1=C(C=CC=C1)C1=NN=C(O1)C(=O)OC)(F)F methyl 5-(2-((4-(trifluoromethyl)phenyl)amino)phenyl)-1,3,4-oxadiazole-2-carboxylate